5-(tert-butyl)-11-ethoxy-4-hydroxy-2-oxo-1,2,5,6-tetrahydroindolo[1,2-h][1,7]naphthyridine-3-carboxylic acid C(C)(C)(C)C1C=2C(=C(C(NC2C=2N(C1)C=1C=CC=C(C1C2)OCC)=O)C(=O)O)O